N[C@@H](C(=O)N[C@@H](C(=O)NC(C(=O)N1CCC(CC1)C(=O)O)CCCC)CC1CC1)CC1=CC=CC=C1 [2-[[(2R)-2-[[(2R)-2-amino-3-phenyl-propionyl]amino]-3-cyclopropylpropionyl]amino]hexanoyl]piperidine-4-carboxylic acid